2-amino-N-(3,5-dichlorophenyl)-N-methylacetamide HCl salt Cl.NCC(=O)N(C)C1=CC(=CC(=C1)Cl)Cl